1-(tert-butyl)-N-((5-(5-fluoro-7-(((3S,4R)-3-fluoro-1-methylpiperidin-4-yl)amino)-3-vinyl-2H-indazol-2-yl)-1,3,4-thiadiazol-2-yl)methyl)-1H-pyrrole-3-carboxamide C(C)(C)(C)N1C=C(C=C1)C(=O)NCC=1SC(=NN1)N1N=C2C(=CC(=CC2=C1C=C)F)N[C@H]1[C@H](CN(CC1)C)F